BrC1=CC=2NC(N(C(C2S1)=O)C1=CN=CC2=CC=CC=C12)=O 6-bromo-3-(4-isoquinolinyl)-1H-thieno[3,2-d]pyrimidine-2,4-dione